2-(difluoromethyl)-5-(3-fluoro-4-((4-(6-methyl-4,5,6,7-tetrahydrothieno[2,3-c]pyridin-2-yl)-1H-1,2,3-triazol-1-yl)methyl)phenyl)-1,3,4-oxadiazole FC(C=1OC(=NN1)C1=CC(=C(C=C1)CN1N=NC(=C1)C1=CC2=C(CN(CC2)C)S1)F)F